C(N(CC(=O)O)CC(=O)O)CN(CC(=O)O)CC(=O)O.O=C1C(O)=C(O)[C@H](O1)[C@@H](O)CO ascorbic acid, edetic acid salt